6-((6-methoxypyridazin-3-yl)amino)-N-methyl-4-((3-(methylthio)pyridin-2-yl)amino)pyridazine-3-carboxamide COC1=CC=C(N=N1)NC1=CC(=C(N=N1)C(=O)NC)NC1=NC=CC=C1SC